ClC1=C(C=CC=C1Cl)C1(N=C(C(=N1)C1=CC=CC=C1)C1=CC=CC=C1)C1(N=C(C(=N1)C1=CC=CC=C1)C1=CC=CC=C1)C1=C(C(=CC=C1)Cl)Cl 2,2'-bis(2,3-Dichlorophenyl)-4,4',5,5'-tetraphenylbiimidazole